N,N-diEthyldodecylamine C(C)N(CC)CCCCCCCCCCCC